C(=O)(O)C=1C=C(C=CC1C(=O)O)C1(CC(C2=CC=CC=C12)(C)C)C 1-(3',4'-dicarboxyphenyl)-1,3,3-trimethylindan